3-chloro-4-(difluoromethoxy)-N-{[6-(methoxymethyl)-1-methyl-1H-benzimidazol-7-yl]methyl}benzamide ClC=1C=C(C(=O)NCC2=C(C=CC3=C2N(C=N3)C)COC)C=CC1OC(F)F